C(C)N(C(C1=C(C=CC(=C1)F)OC=1C(=NC=NC1)N1CC2(C1)CCN(CC2)CC2(CCC(CC2)NS(=O)(=O)CC)OC)=O)C(C)C N-ethyl-2-((4-(7-(((1s,4s)-4-(ethylsulfonamido)-1-methoxycyclohexyl)methyl)-2,7-diazaspiro[3.5]nonan-2-yl)pyrimidin-5-yl)oxy)-5-fluoro-N-isopropylbenzamide